(4-methylpiperazin-1-yl)(5-(2-nitrophenyl)-2-(4-(trifluoromethyl)phenyl)Oxazol-4-yl)methanone CN1CCN(CC1)C(=O)C=1N=C(OC1C1=C(C=CC=C1)[N+](=O)[O-])C1=CC=C(C=C1)C(F)(F)F